2-[5-methyl-4-(2-methyl-4-pyridyl)pyrrolo[2,3-b]pyridin-1-yl]-N-(5-pyrazin-2-yl-2-pyridyl)acetamide CC=1C(=C2C(=NC1)N(C=C2)CC(=O)NC2=NC=C(C=C2)C2=NC=CN=C2)C2=CC(=NC=C2)C